C(C)(C)(C)N1CCC(CC1)N1N=C(C(=C1)B1OC(C(O1)(C)C)(C)C)C tert-butyl-4-[3-methyl-4-(4,4,5,5-tetramethyl-1,3,2-dioxaborolan-2-yl)pyrazol-1-yl]piperidine